NC1=CC=C(C=C1)NC1=CC=C(CC2=CC=C(C=C2)NC2=C(C=C(C=C2)N)CC2=CCC(C=C2)NC2=CC=C(C=C2)N)C=C1 N-{4-[4-(4-amino-phenylamino)-benzyl]-phenyl}-2-[4-(4-amino-phenylamino)-cyclohexa-1,5-dienylmethyl]-benzene-1,4-diamine